N[C@@H](CC(=O)[O-])C(=O)[O-].[Zn+2] zinc L-aspartate